6-((1-(1-methyl-1H-pyrazol-3-yl)-2-oxo-1,2-dihydropyridin-3-yl)amino)-8-(methylamino)imidazo[1,2-b]Pyridazine-3-carboxylic acid CN1N=C(C=C1)N1C(C(=CC=C1)NC=1C=C(C=2N(N1)C(=CN2)C(=O)O)NC)=O